O1CCN(CC1)SC(=O)SSC(=O)SN1CCOCC1 Bis(morpholinothio-carbonyl) disulfide